(2S)-2-[4-bromo-2-(1,1-difluoroethyl)-5-fluorophenoxy]propionic acid BrC1=CC(=C(O[C@H](C(=O)O)C)C=C1F)C(C)(F)F